tert-butyl (R)-2-[[[3-[N'-(2-ethyl-4-hydroxy-phenyl)carbamimidoyl]-6-(1-oxidopyridin-1-ium-2-yl)pyrrolo[1,2-b]pyridazin-4-yl]amino]methyl]pyrrolidine-1-carboxylate C(C)C1=C(C=CC(=C1)O)N=C(N)C1=C(C=2N(N=C1)C=C(C2)C2=[N+](C=CC=C2)[O-])NC[C@@H]2N(CCC2)C(=O)OC(C)(C)C